C1CC12[C@@H](CC1(OCCO1)CC2)CNC=2C=C(C#N)C=CC2[N+](=O)[O-] |r| rac-3-(((7,10-Dioxadispiro[2.2.46.23]dodecan-4-yl)methyl)amino)-4-nitrobenzonitrile